FC(S(=O)(=O)OC1=CC(=NC(=C1)N1[C@H](CCCC1)C(F)(F)F)OC(C)(C)C)(F)F (R)-2-(tert-butoxy)-6-(2-(trifluoromethyl)piperidin-1-yl)pyridin-4-yl trifluoromethanesulfonate